4-benzoyl-3,4-dimethyl-6-phenyl-5-hexynonitrile C(C1=CC=CC=C1)(=O)C(C(CC#N)C)(C#CC1=CC=CC=C1)C